[N-](S(=O)(=O)C(F)(F)F)S(=O)(=O)C(F)(F)F.C(=O)(O)C(C)C1=NC=CC=C1 1-carboxyethylpyridine bis(trifluoromethanesulfonyl)imide salt